stearyl alcohol di-T-butyl-4-hydroxy-oxycinnamate C(C)(C)(C)C(=C(C(=O)OCCCCCCCCCCCCCCCCCC)C(C)(C)C)C1=CC=C(C=C1)OO